tert-butyl 3-(3-(2,6-bis(benzyloxy)pyridin-3-yl)-1-methyl-1H-indazol-6-yl)piperidine-1-carboxylate C(C1=CC=CC=C1)OC1=NC(=CC=C1C1=NN(C2=CC(=CC=C12)C1CN(CCC1)C(=O)OC(C)(C)C)C)OCC1=CC=CC=C1